[Mn].[Zn].O water zinc-manganese